decen-3-ol C=CC(CCCCCCC)O